ethyl 3-[(pyridine-2-carbonylamino)methyl]-4,5-dihydroisoxazole-5-carboxylate N1=C(C=CC=C1)C(=O)NCC1=NOC(C1)C(=O)OCC